FC1=C(C#N)C=C(C=C1)C=1C=NN(C1)C 2-fluoro-5-(1-methyl-1H-pyrazol-4-yl)benzonitrile